Boron Imidazolate [N-]1C=NC=C1.[B+3].[N-]1C=NC=C1.[N-]1C=NC=C1